D-mannosamine OC1[C@@H](N)[C@@H](O)[C@H](O)[C@H](O1)CO